CC=1C=C2C(=NC(=NC2=CC1)NC=1N(N=CC1)C)N1CC=2C=C(C=NC2CC1)C(F)(F)F 6-methyl-N-(2-methylpyrazol-3-yl)-4-[3-(trifluoromethyl)-7,8-dihydro-5H-1,6-naphthyridin-6-yl]quinazolin-2-amine